Dimethyl-Piperazine CN1CCN(CC1)C